1-((3S,5R)-1-acryloyl-5-(methoxymethyl)pyrrolidin-3-yl)-3-((5-chloro-7-cyclopropyl-1-methyl-1H-indazol-4-yl)ethynyl)-5-(methylamino)-1H-pyrazole-4-carboxamide C(C=C)(=O)N1C[C@H](C[C@@H]1COC)N1N=C(C(=C1NC)C(=O)N)C#CC1=C2C=NN(C2=C(C=C1Cl)C1CC1)C